((3S,4S)-4-methoxypyrrolidin-3-yl)carbamic acid tert-butyl ester C(C)(C)(C)OC(N[C@H]1CNC[C@@H]1OC)=O